C(C)(C)(C)N(C(=O)OC[C@@H]1[C@H]([C@H]([C@@H](O1)C1=CN(C(=O)NC1=O)C(CCOCCOCCN)=O)O)O)C1CN(C1)C1=CC(=C(C=C1)C=1N(C2=NC=NC(=C2N1)OC1(CC1)C)CC1=CC=CC=C1)Cl 1-{3-[2-(2-Aminoethoxy)-ethoxy]-propionyl}pseudouridine tert-butyl-(1-(4-(9-benzyl-6-(1-methylcyclopropoxy)-9H-purin-8-yl)-3-chlorophenyl)azetidin-3-yl)carbamate